FC=1C(=C(C(=CC1)N)N)C 4-fluoro-3-methylbenzene-1,2-diamine